C1(CC1)NC(C(C(CC1C(NCC1)=O)NC(C(CC(C)C)NC(OC(C1(CCCC1)C1=CC(=CC=C1)Cl)C1=CC(=CC=C1)Cl)=O)=O)=O)=O (3-chlorophenyl)(1-(3-chlorophenyl)cyclopentyl)methyl (1-((4-(cyclopropylamino)-3,4-dioxo-1-(2-oxopyrrolidin-3-yl)butan-2-yl)amino)-4-methyl-1-oxopentan-2-yl)carbamate